5-(4-(1-ethylcyclopentyloxycarbonyl)phenyl)-7-oxo-bicyclo[2.2.1]Hept-2-ene C(C)C1(CCCC1)OC(=O)C1=CC=C(C=C1)C1C2C=CC(C1)C2=O